C(C)C1=CC2=C(C3=CC=CC=C3C(=C2C=C1)OCCOC1=CC=CC=C1)OCCOC1=CC=CC=C1 2-ethyl-9,10-bis(2-phenoxyethoxy)anthracene